4-acrylamido-2-((5-chloro-2-((1-methyl-1H-pyrazol-4-yl)amino)pyrimidin-4-yl)amino)-N-phenylbenzamide C(C=C)(=O)NC1=CC(=C(C(=O)NC2=CC=CC=C2)C=C1)NC1=NC(=NC=C1Cl)NC=1C=NN(C1)C